1-(tert-Butyl)-3-(4-fluorophenyl)-5-methyl-1H-pyrazol-4-ol C(C)(C)(C)N1N=C(C(=C1C)O)C1=CC=C(C=C1)F